7-(6-((tert-butyldimethylsilyl)oxy)-2,5,7,8-tetramethylchromane-2-yl)-4-methylhept-4-enal [Si](C)(C)(C(C)(C)C)OC=1C(=C2CCC(OC2=C(C1C)C)(C)CCC=C(CCC=O)C)C